FC1=CC=C(OC2=CC(=NC=C2)C(=O)N[C@@H]2C(N(C3=C(OC2)C=CC(=C3)C#CC3(COC3)O)C)=O)C=C1 (S)-4-(4-fluorophenoxy)-N-(7-((3-hydroxyoxetan-3-yl)ethynyl)-5-methyl-4-oxo-2,3,4,5-tetrahydrobenzo[b][1,4]oxazepin-3-yl)picolinamide